(R)-1-((2-(3-bromo-2-methylphenyl)-8-chloro-[1,2,4]triazolo[1,5-a]pyridin-6-yl)methyl)pyrrolidin-3-ol BrC=1C(=C(C=CC1)C1=NN2C(C(=CC(=C2)CN2C[C@@H](CC2)O)Cl)=N1)C